3,4-dichloro-N-toluenesulfonylbenzamide ClC=1C=C(C(=O)NS(=O)(=O)CC2=CC=CC=C2)C=CC1Cl